N-(5-cyclopropyl-1H-pyrazol-3-yl)-2-[(1S,5S)-6-methyl-3,6-diazabicyclo[3.2.0]hept-3-yl]pyrimidin-4-amine C1(CC1)C1=CC(=NN1)NC1=NC(=NC=C1)N1C[C@@H]2CN([C@@H]2C1)C